N-(4-(3-((3-fluoro-2-methoxyphenyl)amino)-4-oxo-4,5,6,7-tetrahydropyrazolo[1,5-a]pyrazin-2-yl)pyridin-3-yl)-2-methoxy-2-methylpropanamide FC=1C(=C(C=CC1)NC=1C(=NN2C1C(NCC2)=O)C2=C(C=NC=C2)NC(C(C)(C)OC)=O)OC